5-(3-Methoxyphenyl)isoindoline COC=1C=C(C=CC1)C=1C=C2CNCC2=CC1